N1C(C=CC=C1)=O Pyridine-2-on